ClC=1N=CC2=C(C=CC(=C2C1)C(C)C)OCCN1CCOCC1 4-(2-((3-chloro-5-isopropylisoquinolin-8-yl)oxy)ethyl)morpholine